C(CC)N1C(=NC(=C1)C)C 1-propyl-2,4-dimethylimidazole